tert-butyl [(7R)-11-chloro-7-methyl-2-oxo-7,8-dihydro-2H-[3]benzoxocino[5,6-c]pyridin-3(5H)-yl]acetate ClC=1C=CC2=C(C1)C=1C(=CN(C(C1)=O)CC(=O)OC(C)(C)C)CO[C@@H](C2)C